F[C@@]1([C@@H](C1)C1(CCC(CC1)N)N)C1=CC=CC=C1 1-((cis)-2-fluoro-2-phenylcyclopropyl)cyclohexane-1,4-diamine